4-bromo-3-(hydroxymethyl)benzenesulfonamide BrC1=C(C=C(C=C1)S(=O)(=O)N)CO